1-(1H-benzimidazol-5-yl)-5-[4-(5-chlorothien-2-yl)-2,6-difluorophenyl]imidazolidin-2-one N1C=NC2=C1C=CC(=C2)N2C(NCC2C2=C(C=C(C=C2F)C=2SC(=CC2)Cl)F)=O